N-(2-chloro-5-nitropyrimidin-4-yl)-N-(4-(5-methyl-3-(trifluoromethyl)-1H-pyrazol-1-yl)benzyl)glycine ethyl ester C(C)OC(CN(CC1=CC=C(C=C1)N1N=C(C=C1C)C(F)(F)F)C1=NC(=NC=C1[N+](=O)[O-])Cl)=O